(methylsulfonyl)-ethene CS(=O)(=O)C=C